N-((2S)-1,1-dicyclopropyl-3-oxo-3-((2-(1-((S)-2-oxo-4-(trifluoromethyl)imidazolidin-1-yl)ethyl)-2,3-dihydrobenzofuran-6-yl)amino)propan-2-yl)-4-methyl-1,2,5-oxadiazole-3-carboxamide C1(CC1)C([C@@H](C(NC1=CC2=C(CC(O2)C(C)N2C(N[C@@H](C2)C(F)(F)F)=O)C=C1)=O)NC(=O)C1=NON=C1C)C1CC1